NC1=NC2=NC=C(N=C2C(N1)=O)CNC1=CC=C(C(=O)O)C=C1 4-(((2-amino-4-oxo-3,4-dihydropteridin-6-yl)methyl)amino)benzoic acid